NC1=C2C(=NC=N1)N(N=C2C2=CC1=C(OCCO1)C=C2)C(C)C=2OC1=CC=CC=C1C(C2C2=CC(=CC=C2)F)=O 2-(1-(4-Amino-3-(2,3-dihydrobenzo[b][1,4]dioxin-6-yl)-1H-pyrazolo[3,4-d]pyrimidin-1-yl)ethyl)-3-(3-fluorophenyl)-4H-chromen-4-one